2,2-difluoroethylacetic acid FC(CCC(=O)O)F